C(C)S(=O)(=O)NCCCC1=C(C(=O)N)C=CC(=C1)C=O {3-[(ethylsulfonyl)amino]propyl}-4-formylbenzamide